Cl.ClC=1C=C(C=C(C1)Cl)C=1OC2=C(N1)C=CC(=C2)C(=O)OC2C(C2)N(C)C 2-(dimethylamino)cyclopropyl 2-(3,5-dichlorophenyl)benzo[d]-oxazole-6-carboxylate hydrochloride